(2R)-4-[3-[2-[5-[tert-butyl-(dimethyl)silyl]oxy-1-tetrahydropyran-2-yl-indazol-3-yl]thiazol-4-yl]propoxy]butan-2-ol C(C)(C)(C)[Si](OC=1C=C2C(=NN(C2=CC1)C1OCCCC1)C=1SC=C(N1)CCCOCC[C@@H](C)O)(C)C